NC=1C(=NC=C(N1)Cl)SC1=CC(=NC(=C1Cl)Cl)NC(OC(C)(C)C)=O tert-butyl (4-((3-amino-5-chloropyrazin-2-yl)thio)-5,6-dichloropyridin-2-yl)carbamate